N1(CCNCC1)C=1C=CC(=NC1)NC=1C=CC(=C2CNC(C12)=O)C1=CN=C2N1CCCC2 7-[(5-piperazin-1-yl-2-pyridyl)amino]-4-(5,6,7,8-tetrahydro-imidazo[1,2-a]pyridin-3-yl)isoindolin-1-one